BrC1=C(C=C(C(=C1)Br)C)C 1,5-dibromo-2,4-dimethylbenzene